methyl 2-formyl-3,3,4,5-tetramethylhex-5-enoate C(=O)C(C(=O)OC)C(C(C(=C)C)C)(C)C